1-oxa-3,8-diazaspiro[4.5]Dec-2-ene-8-carboxylic acid tert-butyl ester C(C)(C)(C)OC(=O)N1CCC2(CN=CO2)CC1